C1(CC1)C=1SC(=CN1)C=1C=NN2C1N=C(C=C2)N2[C@@]1(C[C@@H]1CC2)C2=C(C=CC(=C2)F)F 2-cyclopropyl-5-(5-((1R,5S)-1-(2,5-difluorophenyl)-2-azabicyclo[3.1.0]hex-2-yl)pyrazolo[1,5-a]pyrimidin-3-yl)thiazole